COC1=CC=C(C2=CC=CC=C12)O 1-methoxy-4-naphthol